ethyl {4-[2-(4-chloro-2-fluorophenyl)-2-methyl-1,3-benzodioxol-4-yl]piperidin-1-yl}acetate ClC1=CC(=C(C=C1)C1(OC2=C(O1)C=CC=C2C2CCN(CC2)CC(=O)OCC)C)F